3-[(6-{6,6-Difluoro-3-azabicyclo[3.1.0]hex-3-yl}-2-ethylpyridin-3-yl)methyl]-1-(propen-2-yl)-1H-pyrazole-5-carboxylic acid ethyl ester C(C)OC(=O)C1=CC(=NN1C(=C)C)CC=1C(=NC(=CC1)N1CC2C(C2C1)(F)F)CC